(1S,2S)-2-fluoro-N-[2-(4-methoxy-1H-1,3-benzodiazol-5-yl)-1-methylpyrrolo[2,3-c]pyridin-5-yl]cyclopropane-1-carboxamide F[C@@H]1[C@@H](C1)C(=O)NC=1C=C2C(=CN1)N(C(=C2)C2=C(C1=C(NC=N1)C=C2)OC)C